2-Phenylethynyl-5-fluorobenzamide C1(=CC=CC=C1)C#CC1=C(C(=O)N)C=C(C=C1)F